2-(methylsulfonyl)-7-(1,4-dioxaspiro[4.5]decan-8-yl)pyrrolo[2,1-f][1,2,4]triazine CS(=O)(=O)C1=NN2C(C=N1)=CC=C2C2CCC1(OCCO1)CC2